4-oxo-4,5-dihydro-thieno[3,2-c]quinoline-7-carboxylic acid methyl ester COC(=O)C=1C=CC=2C3=C(C(NC2C1)=O)C=CS3